N-(8,9-Difluoro-6-oxo-1,2,3,4,5,6-hexahydrobenzo[c][1,7]naphthyridin-1-yl)-6-fluoro-N-methyl-1H-indole-2-carboxamide FC=1C(=CC2=C(C(NC=3CNCC(C23)N(C(=O)C=2NC3=CC(=CC=C3C2)F)C)=O)C1)F